N-(2-chloro-4,5-difluoro-3-((5-fluoro-3-methyl-4-oxo-3,4-dihydroquinazolin-6-yl)amino)phenyl)-2-azabicyclo[2.1.1]Hexane-2-sulfonamide trifluoroacetate FC(C(=O)O)(F)F.ClC1=C(C=C(C(=C1NC=1C(=C2C(N(C=NC2=CC1)C)=O)F)F)F)NS(=O)(=O)N1C2CC(C1)C2